ClC1=CC2=C(C=N1)C(=NN2)NCCN(C)C N1-(6-Chloro-1H-pyrazolo[4,3-c]pyridin-3-yl)-N2,N2-dimethylethane-1,2-diamine